ClC=1C=CC(=C(C1)C1=CC(=C(N=N1)N(CC(C(=O)OCC)(C)C)C)NC1=CC(=NC=C1)NC(CCN1CCN(CC1)C)=O)F ethyl 3-{[6-(5-chloro-2-fluorophenyl)-4-({2-[3-(4-methylpiperazin-1-yl)-propanamido]pyridin-4-yl}-amino)pyridazin-3-yl](meth-yl)amino}-2,2-dimethyl-propanoate